C(C1=CC=CC=C1)OC(CCC=C)(C(F)(F)F)C1=NN=C(O1)C1=NC(=C(C=C1NC(OC(C)(C)C)=O)C(F)(F)F)OC(CC=C)C tert-butyl N-[2-[5-[1-benzyloxy-1-(trifluoromethyl)pent-4-enyl]-1,3,4-oxadiazol-2-yl]-6-(1-methylbut-3-enoxy)-5-(trifluoromethyl)-3-pyridyl]carbamate